2-[2-[6-[4-(cyclopentylamino) phenyl]-5-[[4-methyl-3-(trifluoromethyl) phenyl] carbamoyl]-2-pyridyl] ethynyl]-3-fluoro-benzoate C1(CCCC1)NC1=CC=C(C=C1)C1=C(C=CC(=N1)C#CC1=C(C(=O)[O-])C=CC=C1F)C(NC1=CC(=C(C=C1)C)C(F)(F)F)=O